(cyclobutyl)methyl-(cyclopentyl)methyl-dimethoxysilane C1(CCC1)C[Si](OC)(OC)CC1CCCC1